C(C)OC(=O)[C@@H]1O[C@]([C@H]([C@H]1C1=C(C(=C(C=C1)F)F)N(C)C)C)(C(F)(F)F)C (2r,3s,4s,5r)-3-(2-(dimethylamino)-3,4-difluorophenyl)-4,5-dimethyl-5-(trifluoromethyl)tetrahydrofuran-2-carboxylic acid ethyl ester